FC(C(=O)O)(F)F.CC1=C(N=C(N1)C1=NC=CC(=C1)C=1C=NC=C(C1)N1CCOCC1)C(=O)N[C@@H](C)C1=CC=CC=C1 5-Methyl-2-(5-morpholin-4-yl-3,4'-bipyridin-2'-yl)-N-[(1S)-1-phenylethyl]-1H-imidazole-4-carboxamide trifluoroacetate salt